hexachloroantimonate Cl[Sb-](Cl)(Cl)(Cl)(Cl)Cl